4-((2-(2,6-dioxopiperidin-3-yl)-1,3-dioxoisoindolin-4-yl)oxy)butyric acid O=C1NC(CCC1N1C(C2=CC=CC(=C2C1=O)OCCCC(=O)O)=O)=O